9,9'-(2''-bromo-[1,1':3',1''-terphenyl]-3,5-diyl)bis(9H-carbazole) BrC1=C(C=CC=C1)C=1C=C(C=CC1)C1=CC(=CC(=C1)N1C2=CC=CC=C2C=2C=CC=CC12)N1C2=CC=CC=C2C=2C=CC=CC12